C1(CC1)COC=1C(=NC(=NC1)NS(=O)(=O)C)C1=CN(C(C(=C1)C)=O)C N-[5-(cyclopropylmethoxy)-4-(1,5-dimethyl-6-oxopyridin-3-yl)pyrimidin-2-yl]methanesulfonamide